2-(thiophen-2-yl)acetic acid S1C(=CC=C1)CC(=O)O